(S)-4-(((R)-2-methoxypropyl)(4-(5,6,7,8-tetrahydro-1,8-naphthyridin-2-yl)butyl)amino)-2-(pyridin-2-ylamino)butanoic acid CO[C@@H](CN(CC[C@@H](C(=O)O)NC1=NC=CC=C1)CCCCC1=NC=2NCCCC2C=C1)C